2,5-ditertoctyl-hydroquinone C(C)(C)(CC(C)(C)C)C1=C(O)C=C(C(=C1)O)C(C)(C)CC(C)(C)C